C(C)N1CC=NC=C1 4-ethylpyrazine